NC1=C(C=C2C=C(C=NC2=N1)C(=O)N([C@H](C)C1=NC=CC=C1F)CC1=NC=C(C=C1)C#N)Br 7-amino-6-bromo-N-((5-cyano-2-pyridinyl)methyl)-N-((1R)-1-(3-fluoro-2-pyridinyl)ethyl)-1,8-naphthyridine-3-carboxamide